2-{[2-(1-methyl-1H-indol-7-yl)ethyl]amino}acetic acid CN1C=CC2=CC=CC(=C12)CCNCC(=O)O